N-(2-((3,5-difluoro-4-(trimethylsilyl)phenyl)amino)-1-(4-methoxyphenyl)-2-oxoethyl)-3-hydroxyazetidine-1-carboxamide FC=1C=C(C=C(C1[Si](C)(C)C)F)NC(C(C1=CC=C(C=C1)OC)NC(=O)N1CC(C1)O)=O